NC=1C(=CC(=C(C1)C=1C2=C(C(N(C1)C)=O)N(C=C2)S(=O)(=O)C2=CC=C(C)C=C2)OC2=C(C=C(C=C2)F)F)C 4-(5-amino-2-(2,4-difluorophenoxy)-4-methylphenyl)-6-methyl-1-tosyl-1,6-dihydro-7H-pyrrolo[2,3-c]pyridin-7-one